[1,1-biphenyl]-4-formaldehyde C1(=CC=C(C=C1)C=O)C1=CC=CC=C1